C(C(C)C)N1CCN(C2=CC=CC=C12)C(CN1CCCCC1)=O 1-(4-Isobutyl-3,4-dihydroquinoxaline-1(2H)-yl)-2-(piperidin-1-yl)ethan-1-one